Cl.Cl.N12C[C@H](C(CC1)CC2)N (S)-quinuclidin-3-amine dihydrochloride